FC=1C=C(C=C(C1OC1=CC=NC2=CC(=CC=C12)OCC(C)(C)O)F)NC(=O)C=1C=NC=CC1OC N-(3,5-difluoro-4-((7-(2-hydroxy-2-methylpropoxy)quinolin-4-yl)oxy)phenyl)-4-methoxypyridine-3-carboxamide